(R)-5-(5-(1-(3,5-Dichloropyridin-4-yl)ethoxy)-6-methoxy-1H-indazol-3-yl)-2-(2,6-diazaspiro[3.3]heptan-2-yl)nicotinonitrile ClC=1C=NC=C(C1[C@@H](C)OC=1C=C2C(=NNC2=CC1OC)C=1C=NC(=C(C#N)C1)N1CC2(C1)CNC2)Cl